ClC=1C(=C(NC2=C(NC3=C2C(NCC3)=O)C3=C(C=NC=C3)OC[C@H]3OCC3)C=CC1)C 3-(3-chloro-2-methylanilino)-2-(3-{[(2S)-oxetan-2-yl]methoxy}pyridin-4-yl)-1,5,6,7-tetrahydro-4H-pyrrolo[3,2-c]pyridin-4-one